5-(2-((imidazo[1,2-a]pyridin-7-yloxy)methyl)-6-azaspiro[3.4]octan-6-yl)isoquinolin-1-amine N=1C=CN2C1C=C(C=C2)OCC2CC1(C2)CN(CC1)C1=C2C=CN=C(C2=CC=C1)N